FC(CN1N=NC2=C1C=C(C=C2F)C=2C=CN1N=C(N=C(C12)OC)N[C@@H]1[C@H](CN(CC1)C1COC1)F)F 5-(1-(2,2-difluoroethyl)-4-fluoro-1H-benzo[d][1,2,3]triazol-6-yl)-N-((3S,4S)-3-fluoro-1-(oxetan-3-yl)piperidin-4-yl)-4-methoxypyrrolo[2,1-f][1,2,4]triazin-2-amine